ClC=1C=C(C=CC1)C#C\C=C/1\C(CN(CC1)S(=O)(=O)CC1OCCCC1)(C)C (4E)-4-[3-(3-chlorophenyl)prop-2-yn-1-ylidene]-3,3-dimethyl-1-[(tetrahydro-2H-pyran-2-ylmethyl)sulfonyl]piperidine